(2'R)-N-benzoyl-2'-deoxy-2'-fluoro-2'-methylcytidine-3',5'-dibenzoate C(C1=CC=CC=C1)(=O)NC1=NC(N([C@H]2[C@]([C@](O)([C@@H](C(O)C3=CC=CC=C3C(=O)[O-])O2)C2=CC=CC=C2C(=O)[O-])(C)F)C=C1)=O